Bromopyridin Hydrochloride Cl.BrC1=NC=CC=C1